(R)-2-((3-aminopiperidin-1-yl)methyl)-N-(4-(4-morpholino-7H-pyrrolo[2,3-d]pyrimidin-6-yl)phenyl)pyrimidin-5-amine N[C@H]1CN(CCC1)CC1=NC=C(C=N1)NC1=CC=C(C=C1)C1=CC2=C(N=CN=C2N2CCOCC2)N1